(5'S)-3'-oxo-tetrahydrospiro[piperidine-4,2'-pyrrolo[2,1-b][1,3]oxazole]-5'-carboxylic acid methyl ester COC(=O)[C@@H]1CCC2OC3(C(N21)=O)CCNCC3